C1=NN=C2N1C1=CC=CC=C1C=C2 [1,2,4]triazolo[4,3-a]quinoline